1,4,12-trioxo-2,5,11,13-tetraazahexadecane-10,14,16-tricarboxylate O=CNCC(NCCCCC(NC(NC(CCC(=O)[O-])C(=O)[O-])=O)C(=O)[O-])=O